NC1=NC2=CC=C(C=C2C=C1C)C(=O)N(N(C1=NC=CC=N1)C)CC1=NC=C(N=C1)Br 2-Amino-N-((5-bromopyrazin-2-yl)methyl)-N',3-dimethyl-N'-(pyrimidin-2-yl)quinoline-6-carbohydrazide